8-methyl-2-(trifluoromethyl)-3,4-dihydro-2H-1,4-benzoxazine CC1=CC=CC=2NCC(OC21)C(F)(F)F